N-(6-(difluoromethyl)pyridin-2-yl)-7-hydroxy-2-(tetrahydro-2H-pyran-4-yl)imidazo[1,2-a]pyridine-6-carboxamide FC(C1=CC=CC(=N1)NC(=O)C=1C(=CC=2N(C1)C=C(N2)C2CCOCC2)O)F